5-bromo-2-((4-chlorobenzyl)sulfinyl)benzo[d]oxazole BrC=1C=CC2=C(N=C(O2)S(=O)CC2=CC=C(C=C2)Cl)C1